N-[4-(3-cyanophenyl)-5-[2-(hydroxymethyl)-6-methyl-4-pyridinyl]thiazol-2-yl]-3-oxo-2,7-diazaspiro[3.5]nonane-7-carboxamide C(#N)C=1C=C(C=CC1)C=1N=C(SC1C1=CC(=NC(=C1)C)CO)NC(=O)N1CCC2(C(NC2)=O)CC1